4-(tert-butyl)-2-methoxy-N-(prop-2-yn-1-yl)aniline C(C)(C)(C)C1=CC(=C(NCC#C)C=C1)OC